BrC(C(C)=O)Br 1,1-dibromopropan-2-one